OC1(CC1)COC1=CC=2N(C(=C1)C=1C=NC(=CC1)N1CC(C1)OC=1C=NC(=CC1)OC)C(=CN2)C#N 7-((1-hydroxycyclopropyl)methoxy)-5-(6-(3-((6-methoxypyridin-3-yl)oxy)azetidin-1-yl)pyridin-3-yl)imidazo[1,2-a]pyridine-3-carbonitrile